OC[C@H](C(C)C)NC(=O)C=1C=2C[C@@H]3[C@H](C2N(N1)C1=NC=CC(=C1)C#N)C3 (1aR,5aR)-2-(4-Cyano-pyridin-2-yl)-1a,2,5,5a-tetrahydro-1H-2,3-diaza-cyclopropa[a]pentalene-4-carboxylic acid ((S)-1-hydroxymethyl-2-methyl-propyl)-amide